6-(2-(2-(4,5,6,7-tetrahydropyrazolo[1,5-a]pyrazin-2-yl)ethyl)pyrrolidin-1-yl)-4-(trifluoromethyl)pyridazin-3(2H)-one N1=C(C=C2N1CCNC2)CCC2N(CCC2)C=2C=C(C(NN2)=O)C(F)(F)F